OC(CCCCCCCCCC(=O)O)C 11-hydroxydodecanoic acid